C(C)(C)C1=CC=C(C=NNC=2SC=C(N2)C2=CC=C(C=C2)O)C=C1 2-(2-(4-(isopropyl)benzylidene)hydrazino)-4-(4-(hydroxy)phenyl)thiazole